2,4,6-triiodoaniline IC1=C(N)C(=CC(=C1)I)I